bis-(3,4-epoxycyclohexyl)adipate C1(CC2C(CC1)O2)OC(CCCCC(=O)OC2CC1C(CC2)O1)=O